2-{[6-({2-azaspiro[4.4]nonan-2-yl}methyl)imidazo[1,2-a]pyridin-2-yl]methyl}-5-bromo-1,2-dihydro-2,7-naphthyridin-1-one C1N(CCC12CCCC2)CC=2C=CC=1N(C2)C=C(N1)CN1C(C2=CN=CC(=C2C=C1)Br)=O